3-((2S)-3-(8-(3,4-dihydro-2H-benzo[b][1,4]oxazin-6-ylsulfonyl)-1-oxa-8-azaspiro[4.5]dec-3-ylamino)-2-hydroxypropoxy)-N-methylbenzenesulfonamide O1C2=C(NCC1)C=C(C=C2)S(=O)(=O)N2CCC1(CC(CO1)NC[C@@H](COC=1C=C(C=CC1)S(=O)(=O)NC)O)CC2